tetraglycidyl-4,4'-methylenebis(cyclohexylamine) C(C1CO1)N(C1CCC(CC1)CC1CCC(CC1)N(CC1CO1)CC1CO1)CC1CO1